7-(5-(3-cyano-6-(1-methyl-1H-pyrazol-4-yl)pyrazolo[1,5-a]pyridin-4-yl)pyridin-2-yl)-2,7-diazaspiro[4.5]decane-2-carboxylic acid tert-butyl ester C(C)(C)(C)OC(=O)N1CC2(CC1)CN(CCC2)C2=NC=C(C=C2)C=2C=1N(C=C(C2)C=2C=NN(C2)C)N=CC1C#N